tert-butyl (S)-(1-(5-chloro-3-(chloromethyl)pyridin-2-yl)-2-methylpropyl)carbamate ClC=1C=C(C(=NC1)[C@H](C(C)C)NC(OC(C)(C)C)=O)CCl